CC=1C=C(C=CC1C)N1C(C=2N(C=C1)C(=NN2)SC(C(=O)C2=CC(=C(C=C2)C)C)C)=O 7-(3,4-dimethylphenyl)-3-{[1-(3,4-dimethylphenyl)-1-oxopropan-2-yl]sulfanyl}-7H,8H-[1,2,4]triazolo[4,3-a]pyrazin-8-one